C(C1=CC=CC=C1)OC1=C2C(=CNC2=C(C=C1)C)CCN(C)C(C)C N-[2-[4-(benzyloxy)-7-methylindol-3-yl]ethyl]-N-methylisopropylamine